S(=O)(=O)(O)O.C(C)(=O)O[C@H]1[C@@H]([C@H](C(O)O[C@@H]1COC(C)=O)N)O 4,6-di-O-acetylglucosamine sulfate